1-[4-Chloro-2-(chloromethyl)-3-fluoro-phenyl]-3-(difluoromethyl)-1,2,4-triazole ClC1=C(C(=C(C=C1)N1N=C(N=C1)C(F)F)CCl)F